C(C1=CC=CC=C1)OCC1CN(C1)C1=CC=C2CN(C(C2=C1)=O)C1C(NC(CC1)=O)=O 3-[6-[3-(benzyloxymethyl)azetidin-1-yl]-1-oxo-isoindolin-2-yl]piperidine-2,6-dione